FC=1C=C2C(=C(C(N(C2=CC1)C)=O)C#N)N1CCOCC2=C1C=CC=C2C#CC2(CC2)C(F)(F)F 6-fluoro-1-methyl-2-oxo-4-(6-((1-(trifluoromethyl)cyclopropyl)ethynyl)-2,3-dihydrobenzo[e][1,4]oxazepine-1(5H)-yl)-1,2-dihydroquinoline-3-carbonitrile